NC1=NC=CC=2N1C(=NC2C2CN(CC2)C(=O)OC(C)(C)C)C2=CC=C(C=C2)OC2=NC=CC(=C2)OC tert-butyl 3-(5-amino-3-(4-((4-methoxypyridin-2-yl)oxy)phenyl)imidazo[1,5-c]pyrimidin-1-yl)pyrrolidine-1-carboxylate